4,5,6,7-tetrahydropyrazolo[1,5-a]pyrimidine-6-carboxylic acid ethyl ester hydrochloride Cl.C(C)OC(=O)C1CNC=2N(C1)N=CC2